bromo-5-chloro-N-cyclobutyl-1-((2-(trimethylsilyl)ethoxy)methyl)-1H-pyrazolo[4,3-b]pyridin-3-amine BrC=1C=C2C(=NC1Cl)C(=NN2COCC[Si](C)(C)C)NC2CCC2